5-(6-chloroindolin-1-yl)sulfonyl-4-fluoro-isoquinoline ClC1=CC=C2CCN(C2=C1)S(=O)(=O)C1=C2C(=CN=CC2=CC=C1)F